(penta-fluoro-benzyl)-borate FC1=C(C(=C(C(=C1COB([O-])[O-])F)F)F)F